O=C1C=C(C=2C(=NC(=CC2)N2C(C3CC3C2)C(=O)O)O1)C1=C(C=CC=C1)C 3-(2-oxo-4-(o-tolyl)-2H-pyrano[2,3-b]pyridin-7-yl)-3-azabicyclo[3.1.0]hexane-2-carboxylic acid